1-(4-(6-chloro-7-(2,3-difluoro-6-methoxy-phenyl)quinazolin-4-yl)piperazin-1-yl)prop-2-en-1-one ClC=1C=C2C(=NC=NC2=CC1C1=C(C(=CC=C1OC)F)F)N1CCN(CC1)C(C=C)=O